Nε-(2-bromoacetyl)-lysine BrCC(=O)NCCCC[C@H](N)C(=O)O